(3-(cyclohexylmethoxy)phenyl)(trityl)sulfane C1(CCCCC1)COC=1C=C(C=CC1)SC(C1=CC=CC=C1)(C1=CC=CC=C1)C1=CC=CC=C1